1-[6-(N-methanesulfonylmethylsulfonamido)pyridin-3-yl]-4-oxo-1,4-dihydroquinoline-3-carboxylic acid ethyl ester C(C)OC(=O)C1=CN(C2=CC=CC=C2C1=O)C=1C=NC(=CC1)N(S(=O)(=O)C)S(=O)(=O)C